C(C)(=O)ON1CCNCCN(CCNCC1)OC(C)=O 2'-(1,4,7,10-tetraazacyclododecane-1,7-diyl) diacetate